C(C)(=O)N1CC(CC1)(C(=O)OC)NC([C@H](CCCN1C(=NC=C1)[N+](=O)[O-])NC(=O)OC(C)(C)C)=O methyl 1-acetyl-3-[(2S)-2-{[(tert-butoxy)carbonyl]amino}-5-(2-nitro-1H-imidazol-1-yl) pentanamido]pyrrolidine-3-carboxylate